C12(CC3CC(CC(C1)C3)C2)NC2=CC=C(C=C2)[C@@H]2N([C@H](CC3=C2N(C2=CC=CC=C32)C)CCCC)C(C#C)=O 1-[(1S,3S)-1-{4-[(adamantan-1-yl)amino]phenyl}-3-butyl-9-methyl-1H,2H,3H,4H,9H-pyrido[3,4-b]indol-2-yl]prop-2-yn-1-one